4-[(3-Methyl-4,5-dihydro-3H-[1]benzoxepino[4,5-c]pyrazol-7-yl)amino]-2-(pyridin-2-ylamino)pyrimidine-5-carboxamide CN1N=CC2=C1CCOC1=C2C=CC=C1NC1=NC(=NC=C1C(=O)N)NC1=NC=CC=C1